1-(2-Amino-ethyl)pseudouridine NCCN1C=C([C@H]2[C@H](O)[C@H](O)[C@@H](CO)O2)C(NC1=O)=O